C(#N)C(C(C)=O)=O 1-cyanopropane-1,2-dione